Methyl 4-(3-chloro-6-(difluoromethyl)-2-fluorophenyl)-6-hydroxypyrimidine-2-carboxylate ClC=1C(=C(C(=CC1)C(F)F)C1=NC(=NC(=C1)O)C(=O)OC)F